(9aR,10S)-10-((R)-(3,4-difluoro-2-methylphenyl)(3-fluorophenyl)methyl)-4-hydroxy-8,9,9a,10-tetrahydro-7H-pyrrolo[1',2':4,5]pyrazino[1,2-b]pyridazine-3,5-dione FC=1C(=C(C=CC1F)[C@H]([C@H]1[C@@H]2N(C(C=3N1N=CC(C3O)=O)=O)CCC2)C2=CC(=CC=C2)F)C